tert-butyl-(3R)-3-(methylamino)piperidine-1-carboxylate C(C)(C)(C)OC(=O)N1C[C@@H](CCC1)NC